BrC=1C=C(C=C(C1)Br)C1(CC(C1)C)C1=NN=CN1C 3-((7s,3s)-1-(3,5-dibromophenyl)-3-methylcyclobutyl)-4-methyl-4H-1,2,4-triazole